FC(C(=O)O)(F)F.N1CC(C1)C1=CC=C(N=N1)C1=C(C=C(C=C1)C=1C=C(C=2N(C1)C=C(N2)C)C(F)(F)F)O 2-[6-(azetidin-3-yl)pyridazin-3-yl]-5-[2-methyl-8-(trifluoromethyl)imidazo[1,2-a]pyridin-6-yl]phenol trifluoroacetate